[O].NNC(=O)NN carbohydrazide oxygen